C1=C(C=CC2=CC=CC=C12)C1C2C3C4C=CC(C3C(C1)C2)C4 8-(β-naphthyl)-tetracyclo[4.4.0.12,5.17,10]-3-dodecene